3-(4-trifluoromethyl-benzoyl)propionic acid FC(C1=CC=C(C(=O)CCC(=O)O)C=C1)(F)F